tert-Butyl N-[(E)-benzylideneamino]-N-(trideuteriomethyl)carbamate C(/C1=CC=CC=C1)=N\N(C(OC(C)(C)C)=O)C([2H])([2H])[2H]